NC1=CC=C(CCC2=NC3=CC(=CC=C3C(=N2)N2[C@H]3CNC[C@@H]2CC3)C3=CC(=CC2=CC=CC=C32)O)C=C1 4-(2-(4-aminophenethyl)-4-((1R,5S)-3,8-diazabicyclo[3.2.1]octan-8-yl)quinazolin-7-yl)naphthalen-2-ol